S(C=1C=C(C(=CC1C)O)C(C)(C)C)C=1C=C(C(=CC1C)O)C(C)(C)C 4,4'-thiobis(2-tert-butyl-5-cresol)